C(#N)CC1(CCC1)C(=O)OC Methyl 1-(cyanomethyl)cyclobutane-1-carboxylate